sodium (triphenylsiloxy)tris(pentafluorophenyl)borate C1(=CC=CC=C1)[Si](O[B-](C1=C(C(=C(C(=C1F)F)F)F)F)(C1=C(C(=C(C(=C1F)F)F)F)F)C1=C(C(=C(C(=C1F)F)F)F)F)(C1=CC=CC=C1)C1=CC=CC=C1.[Na+]